Methyl 6-(2-(methylthio) pyrimidin-5-yl)-5-hexynoate CSC1=NC=C(C=N1)C#CCCCC(=O)OC